C[C@H]1C[C@@]2(CN1CC1=CN=C(S1)NC(C)=O)CC=1C(=CN=C(C1)N1CCN(CC1)C)O2 N-(5-(((2R,5'S)-5'-Methyl-5-(4-methylpiperazin-1-yl)-3H-spiro[furo[2,3-c]pyridine-2,3'-pyrrolidin]-1'-yl)methyl)thiazol-2-yl)acetamide